7-cyclopentyl-N,N-dimethyl-2-[4-(2-piperazin-1-ylethoxy)anilino]-pyrrolo[2,3-d]pyrimidine-6-carboxamide C1(CCCC1)N1C(=CC2=C1N=C(N=C2)NC2=CC=C(C=C2)OCCN2CCNCC2)C(=O)N(C)C